C(C)(=O)O.OCCN.OCCN.OCCN tris(hydroxymethyl-aminomethane) acetate